OC[C@@H](C)[C@H]1CC[C@H]2[C@@H]3CCC4=CC(CC[C@]4(C)[C@H]3CC[C@]12C)=O (20S)-20-hydroxymethyl-pregn-4-ene-3-one